2-(p-tolyl)-1-(2-(5-(trifluoromethyl)-1,2,4-oxadiazol-3-yl)-6,7-dihydrothieno[3,2-c]pyridin-5(4H)-yl)ethan-1-one C1(=CC=C(C=C1)CC(=O)N1CC2=C(CC1)SC(=C2)C2=NOC(=N2)C(F)(F)F)C